N-{5-[3-chloro-5-(4-methylpiperazin-1-yl)phenyl]-6-methylpyridin-2-yl}-2-methylpyrimidine-5-carboxamide ClC=1C=C(C=C(C1)N1CCN(CC1)C)C=1C=CC(=NC1C)NC(=O)C=1C=NC(=NC1)C